1-((1R,2S)-2-fluorocyclopropyl)-3-(7-(methylamino)-5-(quinoxalin-5-ylamino)pyrazolo[1,5-a]pyrimidin-3-yl)urea F[C@@H]1[C@@H](C1)NC(=O)NC=1C=NN2C1N=C(C=C2NC)NC2=C1N=CC=NC1=CC=C2